1-(3-methoxybenzyl)-5-(methylcarbamoyl)-6-oxo-1,6-dihydropyridine COC=1C=C(CN2C=CC=C(C2=O)C(NC)=O)C=CC1